5-(N-(6-(trans-3,5-dimethylpiperidin-1-yl)pyridin-3-yl)sulfamoyl)-2-(methylamino)benzamide C[C@@H]1CN(C[C@H](C1)C)C1=CC=C(C=N1)NS(=O)(=O)C=1C=CC(=C(C(=O)N)C1)NC